3-[8-Amino-6-(2-thienyl)imidazo[1,2-a]pyrazin-3-yl]-N-(trans-4-hydroxycyclohexyl)-4-methylbenzenesulfonamide NC=1C=2N(C=C(N1)C=1SC=CC1)C(=CN2)C=2C=C(C=CC2C)S(=O)(=O)N[C@@H]2CC[C@H](CC2)O